N-(2-cyclopentylethyl)-5-(5-(3,5-dichloro-4-fluorophenyl)-5-(trifluoromethyl)-4,5-dihydroisoxazol-3-yl)-3-methyl-5,6-dihydro-4H-thieno[2,3-c]pyrrole-2-carboxamide C1(CCCC1)CCNC(=O)C1=C(C2=C(CN(C2)C2=NOC(C2)(C(F)(F)F)C2=CC(=C(C(=C2)Cl)F)Cl)S1)C